BrC1=CC(=CC2=C1N=NN2C)COC[C@@H](C)NC(OC(C)(C)C)=O tert-butyl N-[(2R)-1-[(7-bromo-3-methyl-1,2,3-benzotriazol-5-yl) methoxy]propan-2-yl]carbamate